C(CC(=O)[O-])(=O)OC(C)(CC(C1CC(N(C(C1)(C)C)C)(C)C)C1CC(N(C(C1)(C)C)C)(C)C)CC1=CC(=C(C(=C1)C(C)(C)C)O)C(C)(C)C bis(1,2,2,6,6-pentamethyl-4-piperidyl)-2-(3,5-di-t-butyl-4-hydroxybenzyl)-2-n-butyl malonate